NC=1N=C(C2=C(N1)C(=NN2CC2=C(C=C(C=C2)CO)OC)C)N[C@H](CCO[Si](C2=CC=CC=C2)(C2=CC=CC=C2)C(C)(C)C)CCC (S)-(4-((5-amino-7-((1-((tert-butyldiphenylsilyl)-oxy)hexan-3-yl)amino)-3-methyl-1H-pyrazolo[4,3-d]pyrimidin-1-yl)methyl)-3-methoxy-phenyl)methanol